N-((5-(2,6-dioxopiperidin-3-yl)-4-oxo-5,6-dihydro-4H-thieno[3,4-c]pyrrol-1-yl)-methyl)-2-(4-(1-hydroxy-2-methylpropan-2-yl)phenyl)-2-oxoacetamide O=C1NC(CCC1N1CC=2C(C1=O)=CSC2CNC(C(=O)C2=CC=C(C=C2)C(CO)(C)C)=O)=O